C(C)(=O)NC1=CC(=C(C=C1C#N)C1CCC(CC1)C(=O)OC)OC methyl (1R,4R)-4-(4-acetamido-5-cyano-2-methoxyphenyl)cyclohexane-1-carboxylate